N1=C(C=NC=C1)[C@@H]1CC[C@H]2OC3(C(N21)=O)CC(C3)=O (5'S,7a'R)-5'-(pyrazin-2-yl)tetrahydro-3'H-spiro[cyclobutane-1,2'-pyrrolo[2,1-b]oxazole]-3,3'-dione